benzyl prop-2-ynoate C(C#C)(=O)OCC1=CC=CC=C1